FC(C(=O)O)(F)F.NCCC1CN(C1)C1=C(C=NC2=C(C=CC=C12)OC)C#N 4-(3-(2-aminoethyl)azetidin-1-yl)-8-methoxyquinoline-3-carbonitrile 2,2,2-trifluoroacetate